(3S)-3-({N-[(4-methoxy-1H-indol-2-yl) carbonyl]-L-leucyl}amino)-2-oxo-4-[(3S)-2-oxopyrrolidin-3-yl]butyl 4-[(dimethylamino)methyl]-2-methylpyridine-3-carboxylate CN(C)CC1=C(C(=NC=C1)C)C(=O)OCC([C@H](C[C@H]1C(NCC1)=O)NC([C@@H](NC(=O)C=1NC2=CC=CC(=C2C1)OC)CC(C)C)=O)=O